The molecule is a pentasaccharide consisting of four rhamnose residues (one at the reducing end) and one N-acetylglucosamine residue in a linear sequence, joined via alpha-linkages. It has a role as an epitope. C[C@H]1[C@@H]([C@H]([C@H]([C@@H](O1)O)O[C@H]2[C@@H]([C@H]([C@@H]([C@H](O2)CO)O)O[C@H]3[C@@H]([C@@H]([C@H]([C@@H](O3)C)O)O[C@H]4[C@@H]([C@@H]([C@H]([C@@H](O4)C)O)O)O[C@H]5[C@@H]([C@@H]([C@H]([C@@H](O5)C)O)O)O)O)NC(=O)C)O)O